N1C=C(C=2C1=NC=CC2)C2=NN(C=N2)C=2C=C(C=CC2)[C@]2(C(N(CC2)C)=O)O (R)-3-(3-(3-(1H-pyrrolo[2,3-b]pyridin-3-yl)-1H-1,2,4-triazol-1-yl)phenyl)-3-hydroxy-1-methylpyrrolidin-2-one